C(C)(C)N1CCC(CC1)C=1C(=NC=CC1)NC(=O)N1CC(CC1)(OC1=CC=CC=C1)C N-[3-(1-isopropylpiperidin-4-yl)pyridin-2-yl]-3-methyl-3-phenoxypyrrolidine-1-carboxamide